phosphorus nickel-gold [Au].[Ni].[P]